C1(CC(CCC1)C(=O)[O-])C(=O)[O-].[Zn+2] zinc 1,3-cyclohexanedicarboxylate